CNC(=O)C1OCCN1 N-methyl-oxazolidine-2-carboxamide